NC1=NC(=CC(=N1)C=1C=CC(=C(C#N)C1)C)C1=CC(N(C=C1)CC1=CC=CC=C1)=O 5-(2-amino-6-(1-benzyl-2-oxo-1,2-dihydropyridin-4-yl)pyrimidin-4-yl)-2-methylbenzonitrile